1-cyclopropyl-N-{[3-(4-{[(3S,4R)-3-fluoro-1-methylpiperidin-4-yl]amino}-1-(2,2,2-trifluoroethyl)-1H-indol-2-yl)-1,2,4-oxadiazol-5-yl]methyl}-1H-pyrrole-3-carboxamide C1(CC1)N1C=C(C=C1)C(=O)NCC1=NC(=NO1)C=1N(C2=CC=CC(=C2C1)N[C@H]1[C@H](CN(CC1)C)F)CC(F)(F)F